7-bromoisochromane BrC1=CC=C2CCOCC2=C1